OC1CN(CC1)CCCN1CCC=2C(=CC=CC12)C=1C=2CCN(C2C=CC1)C(=O)C=1N(C2=C(CNCC2)N1)C (1'-(3-(3-hydroxypyrrolidin-1-yl)propyl)-[4,4'-biindoline]-1-yl)(1-methyl-4,5,6,7-tetrahydro-1H-imidazo[4,5-c]pyridine-2-yl)methanone